O=C1OC(C2=CC=CC=C12)=O 1,3-dioxo-isobenzofuran